Ethyl 2-(3-(2,6-dioxopiperidin-3-yl) ureido)-4-methylthiophene-3-carboxylate O=C1NC(CCC1NC(NC=1SC=C(C1C(=O)OCC)C)=O)=O